3-chloro-6-(6-chloro-5-(trifluoromethyl)pyridine-3-yl)pyridazine ClC=1N=NC(=CC1)C=1C=NC(=C(C1)C(F)(F)F)Cl